CC([O-])C.CC([O-])C.CC([O-])C.C(C(=C)C)(=O)OCCOC(CC(=O)C)=O.[Ti+3] titanium methacryloxyethylacetoacetate triisopropoxide